2-(4-((1-benzyl-1H-imidazol-2-yl)methoxy)phenyl)-5-(4-chlorophenyl)-4-methyl-1H-imidazole C(C1=CC=CC=C1)N1C(=NC=C1)COC1=CC=C(C=C1)C=1NC(=C(N1)C)C1=CC=C(C=C1)Cl